2,2-dimethyl-4-(2-methylallyloxy)-2,3-dihydro-7-benzofuranol CC1(OC2=C(C1)C(=CC=C2O)OCC(=C)C)C